The molecule is a steroid lactone that is bufanolide bearing hydroxy substituents at the 3beta-, 8- and 14beta-positions, a 6beta-acetoxy group and an aromatised pyrone in place of the tetrahydropyrone moiety at the 17-position. It is a steroid lactone and an 8-hydroxy steroid. It derives from a bufanolide. CC(=O)O[C@@H]1C[C@@]2([C@H](CC[C@]3([C@@]2(CC[C@@H]3C4=COC(=O)C=C4)O)C)[C@@]5(C1=C[C@H](CC5)O)C)O